ClC1=C(C=CC=C1C=1C=C2CC(N(C2=CC1)CC=1N=COC1)=O)C1C(NC(CC1)=O)=O 3-(2-chloro-3-(1-(oxazol-4-ylmethyl)-2-oxoindolin-5-yl)phenyl)piperidine-2,6-dione